COC1=C(C(=CC=C1)P(C2=CC(=C(C(=C2)OC)OC)OC)C3=CC(=C(C(=C3)OC)OC)OC)C4=C(C=CC=C4P(C5=CC(=C(C(=C5)OC)OC)OC)C6=CC(=C(C(=C6)OC)OC)OC)OC (S)-(6,6'-dimethoxybiphenyl-2,2'-diyl)bis[bis(3,4,5-trimethoxyphenyl)phosphine]